tert-butyl 4-(4-(1-(4-(5-(difluoromethyl)-1,3,4-oxadiazol-2-yl)-2-fluorobenzyl)-1H-1,2,3-triazol-4-yl)-3-fluorophenyl)piperazin-1-carboxylate FC(C1=NN=C(O1)C1=CC(=C(CN2N=NC(=C2)C2=C(C=C(C=C2)N2CCN(CC2)C(=O)OC(C)(C)C)F)C=C1)F)F